3-(2-chloro-4-fluoro-benzoyl)-3,8-diazabicyclo[3.2.1]octane-8-carboxylic acid tert-butyl ester C(C)(C)(C)OC(=O)N1C2CN(CC1CC2)C(C2=C(C=C(C=C2)F)Cl)=O